C(CCCCCCCCC)ON(C(CCCN(C)C)=O)C(CCCCC=C)CCCCCCCCCC N-(decyloxy)-4-(dimethylamino)-N-(heptadec-1-en-7-yl)butyramide